3-(3-Benzyloxy-propyl)-2-diethylamino-cyclobutanecarboxylic acid methyl ester COC(=O)C1C(C(C1)CCCOCC1=CC=CC=C1)N(CC)CC